5-(4,4,5,5-tetramethyl-1,3,2-dioxaborolan-2-yl)-7-tosyl-7H-pyrrolo[2,3-d]pyrimidine CC1(OB(OC1(C)C)C1=CN(C=2N=CN=CC21)S(=O)(=O)C2=CC=C(C)C=C2)C